C1(=C(C=CC=C1)N=C=NC1=CC=CC=C1)C N-toluyl-N'-phenyl-carbodiimide